C(C)(C)N1C2=C(C(=C(C1=O)C(NCCCN1CCCCC1)=O)[O-])C=CS2.[K+] potassium 7-isopropyl-6-oxo-5-(3-piperidin-1-yl-propylcarbamoyl)-6,7-dihydro-thieno[2,3-b]pyridine-4-olate